1-carboxy-4-aminonaphthalene C(=O)(O)C1=CC=C(C2=CC=CC=C12)N